COC(CNC([C@H](C)NC(=O)OCC1C2=CC=CC=C2C=2C=CC=CC12)=O)=O (S)-(2-((((9H-fluoren-9-yl)methoxy)carbonyl)amino)propionamido)acetic acid methyl ester